(1S,2R)-2-(3-fluorophenyl)-1-(2-methoxy-5-methylphenyl)-N-(2-methylquinoline-5-sulfonyl)cyclopropane-1-carboxamide FC=1C=C(C=CC1)[C@@H]1[C@](C1)(C(=O)NS(=O)(=O)C=1C=2C=CC(=NC2C=CC1)C)C1=C(C=CC(=C1)C)OC